diethyl 3,5-di-tert-butyl-4-hydroxyphenylmethylphosphonate C(C)(C)(C)C=1C=C(C=C(C1O)C(C)(C)C)CP(OCC)(OCC)=O